(S)-N-(3-(2-(((S)-1-hydroxypropan-2-yl)amino)-6-(1H-pyrazol-4-yl)pyridin-4-yl)-4-methylphenyl)-3-(2,2,2-trifluoroethyl)pyrrolidine-1-carboxamide OC[C@H](C)NC1=NC(=CC(=C1)C=1C=C(C=CC1C)NC(=O)N1C[C@@H](CC1)CC(F)(F)F)C=1C=NNC1